ClC=1C=C2C=C(NC2=CC1OCC1=CC(=NO1)C)CNC([C@@H](CF)O)=O (S)-N-((5-chloro-6-((3-methylisoxazol-5-yl)methoxy)-1H-indol-2-yl)methyl)-3-fluoro-2-hydroxypropanamide